N-((1-(6-(6-(Difluoromethyl)imidazo[1,2-b]pyridazin-3-yl)pyrimidin-4-yl)-5-methylpyrrolidin-3-yl)methyl)methanesulfonamide FC(C=1C=CC=2N(N1)C(=CN2)C2=CC(=NC=N2)N2CC(CC2C)CNS(=O)(=O)C)F